COC1=CC=C(C=C1)C(OC[C@@H]1[C@H](C[C@H](O1)N1CN=CC=C1)O)(C1=CC=CC=C1)C1=CC=C(C=C1)OC 3-((2S,4S,5R)-5-((bis(4-methoxyphenyl)(phenyl)methoxy)methyl)-4-hydroxytetrahydrofuran-2-yl)pyrimidine